CC1(C(N(C2=CC=CC=C12)C1=CC(=CC=C1)CC1=NNC(C2=CC=CC=C12)=O)=O)NC(=O)C1CC1 N-(3-methyl-2-oxo-1-(3-((4-oxo-3,4-dihydrophthalazin-1-yl)methyl)phenyl)indolin-3-yl)cyclopropanecarboxamide